strontium L-threonate O=C([C@H](O)[C@@H](O)CO)[O-].[Sr+2].O=C([C@H](O)[C@@H](O)CO)[O-]